C(CCCCCCCCCCCCCCCCC)(=O)NCCCC(=O)OC1=CC=CC=2CC(CCC12)N(CCC=1SC=CC1)CCC 6-(propyl (2-(thien-2-yl) ethyl) amino)-5,6,7,8-tetrahydronaphthalen-1-yl 4-stearamidobutyrate